7-{3-[1-(bicyclo[1.1.1]pent-1-ylmethyl)-1H-pyrazol-4-yl]-6-methylpyridin-2-yl}-3-methoxycinnoline C12(CC(C1)C2)CN2N=CC(=C2)C=2C(=NC(=CC2)C)C2=CC=C1C=C(N=NC1=C2)OC